2-amino-4-(benzylamino)-7-cyclopentyl-N,N-dimethyl-7H-pyrrolo[2,3-d]pyrimidine-6-carboxamide NC=1N=C(C2=C(N1)N(C(=C2)C(=O)N(C)C)C2CCCC2)NCC2=CC=CC=C2